(S)-N1-methyl-5-(1-methyl-1H-imidazole-5-carboxamido)-N6-(1-(2-(methylsulfonamido)-2-oxoethyl)-2-oxo-1,2-dihydropyridin-3-yl)-2-oxohexanediamide CNC(C(CC[C@@H](C(=O)NC=1C(N(C=CC1)CC(=O)NS(=O)(=O)C)=O)NC(=O)C1=CN=CN1C)=O)=O